1-(4-phenylsulfanyl-phenyl)-butan-1-one-oxime C1(=CC=CC=C1)SC1=CC=C(C=C1)C(CCC)=NO